BrC=1C=C(C=C(C1)OC1=NC=CC=C1C)OC1=NC=CC=C1C 2,2'-(5-bromo-1,3-phenylene)bis(oxy)bis(3-methylpyridine)